BrCCCCCCCCCCCCCCCC 1-Bromohexadecane